4-chloro-N-(3-methyl-5-(phenylethynyl)pyridin-2-yl)-1-(1-propionylpiperidin-4-yl)-1H-pyrazole-5-carboxamide ClC=1C=NN(C1C(=O)NC1=NC=C(C=C1C)C#CC1=CC=CC=C1)C1CCN(CC1)C(CC)=O